4-fluoro-1-methyl-1H-pyrazole-5-carboxamide FC=1C=NN(C1C(=O)N)C